2-(6-bromoquinolin-3-yl)propan-2-ol BrC=1C=C2C=C(C=NC2=CC1)C(C)(C)O